(4S)-4-(5,5-difluoropentyl)-5-oxo-1,3-oxazolidine-3-carboxylic acid 9H-fluoren-9-ylmethyl ester C1=CC=CC=2C3=CC=CC=C3C(C12)COC(=O)N1COC([C@@H]1CCCCC(F)F)=O